(2R,3R,4R,5S)-2-(bromomethyl)-1-(2-fluorophenethyl)piperidine BrC[C@@H]1N(CCCC1)CCC1=C(C=CC=C1)F